4-(nonanyloxy)-benzenesulfonate C(CCCCCCCC)OC1=CC=C(C=C1)S(=O)(=O)[O-]